3',5'-di-tert-butyl-1,1'-biphenyl-4-amine C(C)(C)(C)C=1C=C(C=C(C1)C(C)(C)C)C1=CC=C(C=C1)N